(2r,4s)-4-(5-bromopyrimidin-2-yl)amino-2-ethyl-6-trifluoromethyl-3,4-dihydro-2H-quinoline-1-carboxylic acid ethyl ester C(C)OC(=O)N1[C@@H](C[C@@H](C2=CC(=CC=C12)C(F)(F)F)NC1=NC=C(C=N1)Br)CC